(4-((2-Amino-4,6-dichlorophenoxy)methyl)benzoyl)alanine methyl ester COC([C@@H](NC(C1=CC=C(C=C1)COC1=C(C=C(C=C1Cl)Cl)N)=O)C)=O